C1(CC1)CNC=1C(=NN(C1)C)C#N 4-((cyclopropylmethyl)amino)-1-methyl-1H-pyrazole-3-carbonitrile